tert-butyl ((1s,4s)-4-(((2-(2,6-dioxopiperidin-3-yl)-1-oxoisoindolin-4-yl)amino)methyl)cyclohexyl)carbamate O=C1NC(CCC1N1C(C2=CC=CC(=C2C1)NCC1CCC(CC1)NC(OC(C)(C)C)=O)=O)=O